COC1=C(C(=CC=C1)C1=CC=NC=C1)CC1=C(C=CC=C1C1=CC=NC=C1)OC bis(2-methoxy-6-(pyridin-4-yl)phenyl)methane